isostearamidopropyl-di-methylamine C(CCCCCCCCCCCCCCC(C)C)(=O)NCCCN(C)C